cadina-1(10),4-diene CC1=CC2C(CCC(=C2CC1)C)C(C)C